C1=NC=CC2=C1N(C1=CC=CC=C21)C(CCOC2=CC=C(C(=O)NC1=C(C=CC=C1)N)C=C2)C 4-(3-(9H-pyrido[3,4-b]indol-9-yl)butoxy)-N-(2-aminophenyl)benzamide